2-{6-[(3S)-3-(tert-butylamino)pyrrolidin-1-yl]pyridazin-3-yl}-5-[6-(methylamino)pyrimidin-4-yl]phenol C(C)(C)(C)N[C@@H]1CN(CC1)C1=CC=C(N=N1)C1=C(C=C(C=C1)C1=NC=NC(=C1)NC)O